N-(4-fluorophenyl)-1-(6-chloropyridin-3-yl)-5-hydroxy-3-oxo-1,2,3,6-tetrahydropyridazin-4-thioamide FC1=CC=C(C=C1)NC(=S)C=1C(NN(CC1O)C=1C=NC(=CC1)Cl)=O